O1C(CCCC1)N1N=CC=C1C1=CC2=NC(=CC(=C2S1)N)N 2-(1-(tetrahydro-2H-pyran-2-yl)-1H-pyrazol-5-yl)thieno[3,2-b]pyridine-5,7-diamine